ClC=1C=C2C(=NC(=NC2=C(C1C1=C2C=NNC2=CC=C1C)OC1CC1)OC1CN(CC1)C)N1CCNCC1 6-chloro-8-cyclopropoxy-7-(5-methyl-1H-indazol-4-yl)-2-((1-methylpyrrolidin-3-yl)oxy)-4-(piperazin-1-yl)quinazoline